C1(CC1)C=1C=C(C=2N(C1)C=C(N2)CNC2=CC=C1C=CC(=NC1=C2)[C@@H]2[C@H](C2)C2=NC=CC(=N2)C)N2C(N(C(C2)=O)C(C2=CC=CC=C2)(C2=CC=CC=C2)C2=CC=CC=C2)=O |o1:24,25| (6-cyclopropyl-2-(((2-((1S*,2S*)-2-(4-methylpyrimidin-2-yl)cyclopropyl)quinolin-7-yl)amino)methyl)imidazo[1,2-a]pyridin-8-yl)-3-tritylimidazolidine-2,4-dione